(R)-6-(2-(3-bromophenyl)-2-hydroxyacetyl)-2-(1-(4-isopropylthiophen-2-yl)cyclopropyl)-3,5,6,7,8,9-hexahydro-4H-pyrimido[5,4-c]azepin-4-one BrC=1C=C(C=CC1)[C@H](C(=O)N1CC2=C(CCC1)N=C(NC2=O)C2(CC2)C=2SC=C(C2)C(C)C)O